iodomanganese I[Mn]